NC1=C2C(=NC=N1)N(N=C2C2=CC=C(C=C2)OC2=CC=CC=C2)[C@H]2CN(CCC2)C(/C=C/COCCOCCOCCN(C(OC(C)(C)C)=O)C(=O)OC(C)(C)C)=O tert-butyl N-[2-[2-[2-[(E)-4-[(3R)-3-[4-amino-3-(4-phenoxyphenyl) pyrazolo[3,4-d]pyrimidin-1-yl]-1-piperidyl]-4-oxo-but-2-enoxy]ethoxy]ethoxy]ethyl]-N-tert-butoxycarbonyl-carbamate